N(=[N+]=[N-])[C@H]1[C@@H](O[C@@H]([C@H]([C@@H]1OCC1=CC=CC=C1)OCC1=CC=CC=C1)COCC1=CC=CC=C1)F 2-azido-2-deoxy-3,4,6-tri-O-benzyl-β-D-glucopyranosyl fluoride